6-(8-isobutyl-6,9-dioxo-5-(4-(trifluoromethyl)benzyl)-2,5,8-triazaspiro[3.5]nonan-2-yl)nicotinonitrile C(C(C)C)N1CC(N(C2(CN(C2)C2=NC=C(C#N)C=C2)C1=O)CC1=CC=C(C=C1)C(F)(F)F)=O